CO[Sn](CCCC)(CCCC)OC dimethoxydi-n-butyltin